3,4-dihydroquinolin-2(1H)-thione N1C(CCC2=CC=CC=C12)=S